N[C@@H](C(=O)O)CNC(C1=CC(=CC(=C1)F)C=1C(=NOC1C)C)=O (R)-2-amino-3-(3-(3,5-dimethylisoxazol-4-yl)-5-fluorobenzamido)propanoic acid